ClC1=CC2=C(N=C(N=C2NCC=2SC=CC2)C=2CCN(CC2)C)C=N1 6-chloro-2-(1-methyl-1,2,3,6-tetrahydropyridin-4-yl)-N-(thiophen-2-ylmethyl)pyrido[3,4-d]pyrimidin-4-amine